ClC=1C=C(C=CC1F)S(=O)(=O)N1CCN(CC1)C(\C=C\C1=CC(=C(C=C1)O)OC)=O (E)-1-(4-((3-chloro-4-fluorophenyl)sulfonyl)piperazin-1-yl)-3-(4-hydroxy-3-methoxyphenyl)prop-2-en-1-one